C1(CCC1)N1CCC(CC1)N1C(N(C2=C1C=C(C=C2)F)CC2=NC=C(C=C2)C=2OC(=NN2)C(F)F)=O 3-(1-Cyclobutylpiperidin-4-yl)-1-((5-(5-(difluoromethyl)-1,3,4-oxadiazol-2-yl)pyridin-2-yl)methyl)-5-fluoro-1,3-dihydro-2H-benzo[d]imidazol-2-one